NC=1C(=C(C(=O)NCC2=CC(=C(C=C2)OC)F)C(=CC1)OCC(C)C)OCC(C)C 3-amino-N-(3-fluoro-4-methoxybenzyl)-2,6-diisobutoxybenzamide